C(N)(=O)C=1C=CC(=NC1C1=C(C=CC=C1OC)F)NC1=NC=C(C(=C1)N1C[C@H](CCC1)NC(OC(C)(C)C)=O)C=1C=NN(C1)C1CCOCC1 tert-Butyl ((3S)-1-(2-((5-carbamoyl-6-(2-fluoro-6-methoxyphenyl)pyridin-2-yl)amino)-5-(1-(tetrahydro-2H-pyran-4-yl)-1H-pyrazol-4-yl)pyridin-4-yl)piperidin-3-yl)carbamate